(R)-5-bromo-2-((1-(5-(methylamino)nicotinoyl)piperidin-3-yl)amino)-3-nitrobenzoic acid BrC=1C=C(C(=C(C(=O)O)C1)N[C@H]1CN(CCC1)C(C1=CN=CC(=C1)NC)=O)[N+](=O)[O-]